N-((1'S,2'R,3'S)-2'-formyl-5'-phenyl-3',4'-dihydro-[1,1':3',1''-terphenyl]-1'(2'H)-yl)-2-nitrobenzenesulfonamide C(=O)[C@H]1[C@@](C=C(C[C@@H]1C1=CC=CC=C1)C1=CC=CC=C1)(C1=CC=CC=C1)NS(=O)(=O)C1=C(C=CC=C1)[N+](=O)[O-]